3,5-Heptandione CCC(CC(CC)=O)=O